O=C1NC2=CC=C(C=C2CC12CN(CC2)C#N)C2=CC(=CC=C2)OC(F)(F)F 2'-oxo-6'-(3-(trifluoromethoxy)phenyl)-1',4'-dihydro-2'H-spiro[pyrrolidine-3,3'-quinoline]-1-carbonitrile